1-[5-(trifluoromethyl)pyridin-3-yl]piperazine hydrochloride Cl.FC(C=1C=C(C=NC1)N1CCNCC1)(F)F